C(CCCCCCCC=CCCCCCCCCCCCCCCCCCCCC)(=O)O 9-triacontenic acid